3-((tert-butoxycarbonyl) amino)benzyl 4-methylbenzenesulfonate CC1=CC=C(C=C1)S(=O)(=O)OCC1=CC(=CC=C1)NC(=O)OC(C)(C)C